FC1(CCN(CCC1)C1=C(C(=O)NC2=CC(=CC=C2)[S@](=O)(=N)C)C(=C(C=N1)C1=CC(=CC=C1)F)C)F (S)-2-(4,4-difluoroazepan-1-yl)-5-(3-fluorophenyl)-4-methyl-N-(3-(S-methylsulfonimidoyl)phenyl)nicotinamide